N-[(2R)-1-hydroxypropan-2-yl]-4-methyl-2'-[4-(trifluoromethyl)phenoxy][2,3'-bipyridine]-5'-carboxamide OC[C@@H](C)NC(=O)C=1C=C(C(=NC1)OC1=CC=C(C=C1)C(F)(F)F)C1=NC=CC(=C1)C